5-(3,3-difluorocyclopentyl)-3-(p-tolyl)-1,2,4-oxadiazole FC1(CC(CC1)C1=NC(=NO1)C1=CC=C(C=C1)C)F